5-[7-(1-cyano-1-methylethyl)imidazo[1,2-a]pyridin-3-yl]-3-methoxy-N-(2,2,2-trifluoroethyl)pyridine-2-carboxamide C(#N)C(C)(C)C1=CC=2N(C=C1)C(=CN2)C=2C=C(C(=NC2)C(=O)NCC(F)(F)F)OC